FC1=C(C=CC(=C1C=O)F)OB(O)O 2,4-difluoro-3-formylphenyl-boric acid